4-[(E)-3-(2-Hydroxy-4-methoxyphenyl)-3-oxoprop-1-enyl]-N-(2-phenylethyl)benzamide OC1=C(C=CC(=C1)OC)C(/C=C/C1=CC=C(C(=O)NCCC2=CC=CC=C2)C=C1)=O